(4-Nitrophenyl)diethylphosphine oxide [N+](=O)([O-])C1=CC=C(C=C1)P(CC)(CC)=O